3-(5-(((1S,2S)-2-(((2,2-dimethyltetrahydro-2H-pyran-4-yl)methyl)amino)cyclohexyl)oxy)-1-oxoisoindolin-2-yl)piperidine-2,6-dione CC1(OCCC(C1)CN[C@@H]1[C@H](CCCC1)OC=1C=C2CN(C(C2=CC1)=O)C1C(NC(CC1)=O)=O)C